6-ethynylpyridazine C(#C)C1=CC=CN=N1